1-(5-methylbenzofuran-3-yl)dihydro-pyrimidine-2,4(1H,3H)-dione CC=1C=CC2=C(C(=CO2)N2C(NC(CC2)=O)=O)C1